N1(CCCCCC1)C(=O)OC(C)(C)C tert-butyl azepan-1-carboxylate